(6-((dimethylamino)methyl)pyrazolo[1,5-a]pyridin-3-yl)methanone CN(C)CC=1C=CC=2N(C1)N=CC2C=O